Quinonaphthalon C1(CC=CC2=CC=C3C(=C12)C=C1C=CC=CC1=N3)=O